N-(4-{[6-(5-chloro-2-fluorophenyl)-3-(trifluoromethyl)pyridazin-4-yl]amino}pyridin-2-yl)-3-[4-(2-methanesulfonylethyl)piperazin-1-yl]propanamide ClC=1C=CC(=C(C1)C1=CC(=C(N=N1)C(F)(F)F)NC1=CC(=NC=C1)NC(CCN1CCN(CC1)CCS(=O)(=O)C)=O)F